2-isobutyrylaminopentanamide C(C(C)C)(=O)NC(C(=O)N)CCC